3-methyl-1-oxobutane TFA salt OC(=O)C(F)(F)F.CC(CC=O)C